(±)-1-(2-methoxy-5-(2,2,2-trifluoroethoxy)phenyl)ethan-1-amine COC1=C(C=C(C=C1)OCC(F)(F)F)[C@@H](C)N |r|